FC(C=1C=CC=C2C(=NN(C12)CC1=CC=C(C=C1)C(F)(F)F)N)(F)F 7-(trifluoromethyl)-1-(4-(trifluoromethyl)benzyl)-1H-indazol-3-amine